FC1=C(OC2=C(C=C3C=NN(C3=C2)C)C(=O)N)C=CC(=C1)OCCC(=O)N1C2COCC1C2 6-[2-fluoro-4-[3-(3-oxa-6-azabicyclo[3.1.1]heptan-6-yl)-3-oxo-propoxy]phenoxy]-1-methyl-indazole-5-carboxamide